O=C1NC(CC[C@@H]1NC1=CC(=C(C=C1)C1CN(C1)C1CC(C1)C(=O)O)F)=O (1s,3s)-3-(3-(4-((2,6-dioxopiperidin-3-yl)amino)-2-fluorophenyl)azetidin-1-yl)cyclobutane-1-carboxylic acid